O(C1=CC=CC=C1)CCN(CC[C@@H](C(=O)O)NC(CC=1C=NC=NC1)=O)CCCCC1=NC=2NCCCC2C=C1 (S)-4-((2-phenoxyethyl)(4-(5,6,7,8-tetrahydro-1,8-naphthyridin-2-yl)butyl)amino)-2-(2-(pyrimidin-5-yl)acetamido)butanoic acid